ClC1=CC=C(C=C1)C=1N=C2N(C=CN=C2)C1NC=1C=C(C(=O)NCC=2OC=CC2)C=CC1 3-[[2-(4-chlorophenyl)imidazo[1,2-a]pyrazin-3-yl]amino]-N-(furan-2-ylmethyl)benzamide